n-Heptyl acrylate CCCCCCCOC(=O)C=C